3,4,6-trimethyladamantan-1-amine 2-(1-hydroxypentyl)benzoate OC(CCCC)C1=C(C(=O)O)C=CC=C1.CC12CC3(CC(C(C(C1C)C3)C)C2)N